1-(4-bromophenyl)-3-methyl-butan-2-one BrC1=CC=C(C=C1)CC(C(C)C)=O